(S)-1-(3-(8-amino-5-chloro-1-(7-methoxybenzo[b]thiophen-5-yl)imidazo[1,5-a]pyrazin-3-yl)pyrrolidin-1-yl)prop-2-en-1-one NC=1C=2N(C(=CN1)Cl)C(=NC2C2=CC1=C(SC=C1)C(=C2)OC)[C@@H]2CN(CC2)C(C=C)=O